ClC1=NC(=NC(=C1F)Cl)C=1SC=C(N1)C 2-(4,6-dichloro-5-fluoropyrimidin-2-yl)-4-methylthiazole